ClC1=C(C=C(C=C1)C(F)(F)F)C=1NC2=NC(=NC(=C2N1)C(F)(F)F)C(F)(F)F 8-[2-chloro-5-(trifluoromethyl)phenyl]-2,6-bis(trifluoromethyl)-9H-purine